1-(4-(2,6-bis(benzyloxy)pyridin-3-yl)-2-fluorophenyl)piperidin-4-one C(C1=CC=CC=C1)OC1=NC(=CC=C1C1=CC(=C(C=C1)N1CCC(CC1)=O)F)OCC1=CC=CC=C1